C(C1=CC=CC=C1)(=O)N1CCN(C2=CC=CC=C12)C(C(C)N1CCN(CC1)C)=O 1-(4-Benzoyl-3,4-dihydroquinoxalin-1(2H)-yl)-2-(4-methylpiperazin-1-yl)propan-1-one